5-(hydroxyiminomethyl)-1-(2-trimethylsilylethoxymethyl)pyrazole-4-carboxylic acid ethyl ester C(C)OC(=O)C=1C=NN(C1C=NO)COCC[Si](C)(C)C